C(=C)C(CCCC)[Na] vinyl-2-propyl-ethyl-sodium